bis(3,4-epoxycyclohexyl)-adipate C1(CC2C(CC1)O2)OC(CCCCC(=O)OC2CC1C(CC2)O1)=O